pyridyl-di-thiol N1=C(C=CC=C1)C1SSC=C1